C(C)[C@@]1(C[C@@H]2[C@@]([C@H]3CC[C@@]4([C@H](CCC[C@H]4[C@@H]3CC2)C(C)=O)C)(CCC1)C)O 1-((1S,4aS,4bR,6aR,8R,11aS,11bS,13aS)-8-ethyl-8-hydroxy-11a,13a-dimethyloctadecahydro-1H-cyclohepta[a]phenanthren-1-yl)ethanone